C(C=C)N1CCN(CC1)C1CCN(CC1)C1=CC(=C(C=C1)NC1=NC=NC(=C1)N1OCC[C@@H]1C1=C(C(=CC=C1)F)F)OC (R)-N-(4-(4-(4-allylpiperazin-1-yl)piperidin-1-yl)-2-methoxyphenyl)-6-(3-(2,3-diFluorophenyl)isoxazolidin-2-yl)pyrimidin-4-amine